NC1(CCCCC1)C(=O)OC methyl 1-aminocyclohexane-1-carboxylate